ClC1=C(N(C(C2=C(C=CC=C12)C(=O)NCC=1OC=CC1)=O)C1=CC=CC=C1)[C@H](C)NC=1C2=C(N=CN1)NC=CC2=O (S)-4-chloro-N-(furan-2-ylmethyl)-1-oxo-3-(1-((5-oxo-5,8-dihydropyrido[2,3-d]pyrimidin-4-yl)amino)ethyl)-2-phenyl-1,2-dihydroisoquinoline-8-carboxamide